C(CCCCCCCCC)OCCCN decyloxypropyl-amine